CC1=CC(=NC=C1)NC1=NN(C2=C1C=NC=C2)CC(F)(F)F 3-[(4-methyl-2-pyridyl)amino]-1-(2,2,2-trifluoroethyl)pyrazolo[4,3-c]pyridin